2-(5-fluoro-2-methoxypyrimidin-4-yl)-1-[(2S)-7-methyl-6-([1,2,4]triazolo[1,5-a]pyridin-2-yl)-3,4-dihydro-1H-spiro[1,8-naphthyridine-2,3'-pyrrolidin]-1'-yl]propan-1-one FC=1C(=NC(=NC1)OC)C(C(=O)N1C[C@]2(CC1)NC1=NC(=C(C=C1CC2)C2=NN1C(C=CC=C1)=N2)C)C